2-methacryloxyethyl-hexahydrophthalic acid C(C(=C)C)(=O)OCCC1(C(=O)O)C(C(=O)O)CCCC1